N-[(6-Amino-2-pyridyl)sulfonyl]-6-(5-fluoro-6-methoxy-3-pyridyl)-2-(2,4,6-trimethylphenoxy)pyridin-3-carboxamid NC1=CC=CC(=N1)S(=O)(=O)NC(=O)C=1C(=NC(=CC1)C=1C=NC(=C(C1)F)OC)OC1=C(C=C(C=C1C)C)C